7-(6-azaspiro[2.5]oct-6-yl)benzo[d]isoxazole-6-carboxamide C1CC12CCN(CC2)C2=C(C=CC=1C=NOC12)C(=O)N